3-(1-methyl-6-((((R)-pyrrolidin-3-yl)methyl)amino)-1H-indazol-3-yl)piperidine-2,6-dione hydrochloride Cl.CN1N=C(C2=CC=C(C=C12)NC[C@H]1CNCC1)C1C(NC(CC1)=O)=O